C(#N)/C(/C(=O)O)=C/C(C)(C)C (Z)-2-cyano-4,4-dimethyl-pent-2-enoic acid